manganese(II) oxalate C(C(=O)[O-])(=O)[O-].[Mn+2]